1-(3,5-dichlorophenyl)-5-amino-1H-pyrazole-4-carboxylic acid ethyl ester C(C)OC(=O)C=1C=NN(C1N)C1=CC(=CC(=C1)Cl)Cl